C(C)O[C@H]1C[C@H](C1)NC1=NN2C(C=N1)=C(C=C2)C=2C=CC1=C(N(N=N1)C)C2 N-(cis-3-ethoxycyclobutyl)-5-(1-methyl-1H-benzo[d][1,2,3]triazol-6-yl)pyrrolo[2,1-f][1,2,4]triazin-2-amine